NC=1C2=C(N=CN1)N(C(=C2C2=CC(=C(C(=O)NC1CC(C1)F)C=C2)OC2CC2)C2=CC=C(C=C2)NC(C(=C)C)=O)C 4-(4-amino-6-(4-methacrylamidophenyl)-7-methyl-7H-pyrrolo[2,3-d]pyrimidin-5-yl)-2-cyclopropoxy-N-((1s,3s)-3-fluorocyclobutyl)benzamide